2-(3-(trifluoromethoxy)-5-vinylphenoxy)ethanol FC(OC=1C=C(OCCO)C=C(C1)C=C)(F)F